ClC1=CC=C(S1)CNC1=CC(=NN1C(C(COC)(C)C)=O)C1(CCN(CC1)C(=O)OC(C)(C)C)C tert-butyl 4-(5-[(5-chlorothiophen-2-yl)methyl]amino-1-(3-methoxy-2,2-dimethylpropanoyl)-1H-pyrazol-3-yl)-4-methylpiperidine-1-carboxylate